2-(5-(tert-butyl)-3-fluoro-2-methoxyphenyl)-2-((R)-3-((5-(4-methoxy-5,6,7,8-tetrahydro-1,8-naphthyridin-2-yl)pentyl)(methyl)amino)pyrrolidin-1-yl)acetic acid C(C)(C)(C)C=1C=C(C(=C(C1)C(C(=O)O)N1C[C@@H](CC1)N(C)CCCCCC1=NC=2NCCCC2C(=C1)OC)OC)F